2-bromo-1-[(trans)-2,2-dibromo-3-methyl-cyclopropyl]-4-nitro-benzene BrC1=C(C=CC(=C1)[N+](=O)[O-])[C@@H]1C([C@H]1C)(Br)Br